N1-methyl-N1-phenylpropane-1,3-diamine CN(CCCN)C1=CC=CC=C1